4-{5-[bis(2-chloroethyl)amino]-1-methyl-2-benzimidazolyl}butanoic acid ClCCN(C1=CC2=C(N(C(=N2)CCCC(=O)O)C)C=C1)CCCl